S1CC=C2C1=CC=N2 thienoAzole